O=C1NCCC(C1)NNC(OC(C)(C)C)=O tert-butyl N-[(2-oxo-4-piperidyl)amino]carbamate